C(OC1(CCC1)C=1C=CC=C2C=CN(C12)C)(OC1=CC=C(C=C1)[N+](=O)[O-])=O (1-methyl-1H-indol-7-yl)cyclobutyl (4-nitrophenyl) carbonate